4-isobutyl-N-((3-phenyl-1H-pyrazol-4-yl)methyl)benzamide C(C(C)C)C1=CC=C(C(=O)NCC=2C(=NNC2)C2=CC=CC=C2)C=C1